1,1'-([1,1'-biphenyl]-4,4'-diyl)bis{4-amino-3-[(E)-diazenyl]naphthalene-1-carboxylic acid} C1(=CC=C(C=C1)C1(CC(=C(C2=CC=CC=C12)N)\N=N\[H])C(=O)O)C1=CC=C(C=C1)C1(CC(=C(C2=CC=CC=C12)N)\N=N\[H])C(=O)O